(2-(((2R,3S,4R,5S)-5-(5-chloro-7-(cyclopentylamino)pyrazolo[1,5-a]pyrimidin-3-yl)-3,4-dihydroxytetrahydrofuran-2-yl)methoxy)-1-hydroxy-3-methoxypropan-2-yl)phosphonic acid ClC1=NC=2N(C(=C1)NC1CCCC1)N=CC2[C@H]2[C@@H]([C@@H]([C@H](O2)COC(CO)(COC)P(O)(O)=O)O)O